(2s,4S)-N-Methyl-N-((1s,3S)-3-(3-(1-methylcyclopropyl)phenyl)cyclobutyl)-6-oxo-7-oxa-5-azaspiro[3.4]octane-2-carboxamide CN(C(=O)C1CC2(C1)NC(OC2)=O)C2CC(C2)C2=CC(=CC=C2)C2(CC2)C